CCCCC[C@@H](/C=C/[C@H]1[C@@H](C[C@@H]([C@@H]1C/C=C\\CCCC(=O)OC(CO)CO)O)O)O The molecule is a 2-monoglyceride obtained by formal condensation of the carboxy group of prostaglandin F2alpha with the 2-hydroxy group of glycerol. It has a role as a human metabolite. It is a 2-monoglyceride, a secondary allylic alcohol, a prostaglandins Falpha and a pentol. It derives from a prostaglandin F2alpha.